OC(=CC=CC(=O)O)C=CC=CCCCCCCCCCCC 5-Hydroxyicosatetraenoic acid